COC1=CC=C(C=C1)CN1C(C(CCC1=O)NC1=CC=C(C=C1)C=1CCN(CC1)C(=O)OC(C)(C)C)=O tert-butyl 4-[4-[[1-[(4-methoxyphenyl)methyl]-2,6-dioxo-3-piperidyl]amino]phenyl]-3,6-dihydro-2H-pyridine-1-carboxylate